4-(2-((4-((2,4-difluorophenyl)amino)quinazolin-6-yl)amino)-2-oxoethyl)-N-hydroxybenzoamide FC1=C(C=CC(=C1)F)NC1=NC=NC2=CC=C(C=C12)NC(CC1=CC=C(C(=O)NO)C=C1)=O